(-)-cis-6-(4-((R or S)-1-(2-chloro-4-fluorophenoxy)ethyl)piperidine-1-carbonyl)hexahydro-2H-pyrido[4,3-b][1,4]oxazin-3(4H)-one ClC1=C(O[C@H](C)C2CCN(CC2)C(=O)N2C[C@@H]3[C@@H](OCC(N3)=O)CC2)C=CC(=C1)F |o1:4|